N-tert-butyl-3,5-bistrifluoromethylbenzenesulfonamide C(C)(C)(C)NS(=O)(=O)C1=CC(=CC(=C1)C(F)(F)F)C(F)(F)F